4-bromo-N-(4-(2-(5-(pentyloxy)pentyl)hydrazine-1-carbonyl)benzyl)benzamide BrC1=CC=C(C(=O)NCC2=CC=C(C=C2)C(=O)NNCCCCCOCCCCC)C=C1